(3-(5-Fluoropyrimidin-2-yl)-4-methoxyphenyl)methanol methyl-3-((4S)-8-bromo-1-methyl-6-(pyridin-2-yl)-4H-benzo[f]imidazo[1,2-a][1,4]diazepin-4-yl)propanoate CC(C(=O)OCC1=CC(=C(C=C1)OC)C1=NC=C(C=N1)F)C[C@H]1C=2N(C3=C(C(=N1)C1=NC=CC=C1)C=C(C=C3)Br)C(=CN2)C